CS(=O)(=O)N1CCC2=C1N=C(N=C2C=2C=NC(=NC2)N)N2CCOCC2 5-(7-(methylsulfonyl)-2-morpholino-6,7-dihydro-5H-pyrrolo[2,3-d]pyrimidin-4-yl)pyrimidin-2-amine